[(2R,3R,4R,5R)-4-acetoxy-2-[(2-methylpropanoylamino)methyl]-5-[2-(2-methyl-propanoyl-amino)-6-oxo-1H-purin-9-yl]tetrahydrofuran-3-yl] acetate C(C)(=O)O[C@@H]1[C@H](O[C@H]([C@@H]1OC(C)=O)N1C=2N=C(NC(C2N=C1)=O)NC(C(C)C)=O)CNC(C(C)C)=O